C(#N)/C(=C\C1=C(N(C(=C1)C)C=1OC(=C(C1C#N)C)C)C)/C1=NC2=C(N1)C=C(C=C2)C(=O)NCCN(C)C (E)-2-(1-cyano-2-(1-(3-cyano-4,5-dimethylfuran-2-yl)-2,5-dimethyl-1H-pyrrol-3-yl)vinyl)-N-(2-(dimethylamino)ethyl)-1H-benzo[d]imidazole-6-carboxamide